5-(2-chloroethyl)-1,3-benzodioxan ClCCC1=CC=CC=2OCOCC21